4-((8-methyl-2,3-dihydro-1H-pyrido[2,3-b][1,4]oxazin-7-yl)amino)-N-(4-(3-(N-methyl-isobutyramido)pyrrolidin-1-yl)phenyl)-2-oxo-1,2-dihydropyridine-3-carboxamide CC1=C(C=NC=2OCCNC21)NC2=C(C(NC=C2)=O)C(=O)NC2=CC=C(C=C2)N2CC(CC2)N(C(C(C)C)=O)C